C12C=CC(N(C1)C(CC1=COC3=C1C=C(C=C3)OC)=O)C2 1-(5-azabicyclo[2.2.1]hept-2-en-5-yl)-2-(5-methoxybenzofuran-3-yl)ethanone